[Cl-].NC=1C=CC2=NC3=CC=C(C=C3[S+]=C2C1)N(C)C 3-Amino-7-(Dimethylamino)phenothiazin-5-ium chloride